1,2-dioctadecanoyl-sn-glycero-3-phosphorylcholine C(CCCCCCCCCCCCCCCCC)(=O)OC[C@@H](OC(CCCCCCCCCCCCCCCCC)=O)COP(=O)(O)OCC[N+](C)(C)C